FC(C1=CC2=C(SC(=C2)C(N[C@H]2CCC[C@@H]3N(C2=O)[C@@H](CC3)C(=O)N3CC(C3)C3=NN=CN3C)=O)C=C1)(F)P(O)(O)=O (difluoro(2-(((3S,6S,9aS)-3-(3-(4-methyl-4H-1,2,4-triazol-3-yl)azetidine-1-carbonyl)-5-oxooctahydro-1H-pyrrolo[1,2-a]azepin-6-yl)carbamoyl)benzo[b]thiophen-5-yl)methyl)phosphonic acid